N[C@@H](C(=O)N1CCC(CC1)OCCN(CC(=O)OCC)C(=O)OC(C)(C)C)C1CCCCC1 ethyl (R)-N-(2-((1-(2-amino-2-cyclohexylacetyl)piperidin-4-yl)oxy)ethyl)-N-(tert-butoxycarbonyl)glycinate